NCC(CN1N=CC(=C1)NC1=NC=CC(=N1)C1=CC(=C(CNC(=O)C2=CN=C(S2)C(C)(C)C)C=C1)C)O N-(4-(2-((1-(3-amino-2-hydroxypropyl)-1H-pyrazol-4-yl)amino)pyrimidin-4-yl)-2-methylbenzyl)-2-(tert-butyl)thiazole-5-carboxamide